Cl.ClC1=CC=C(C=C1)C1=CC=C(N1C1=NC=CC=C1C(F)(F)F)C1=CC=C(C(=O)NCCN(C)C)C=C1 4-[5-(4-chlorophenyl)-1-[3-(trifluoromethyl)-2-pyridyl]pyrrol-2-yl]-N-[2-(dimethylamino)ethyl]-benzamide hydrochloride